5-Isopropylpyridin-2(1H)-one C(C)(C)C=1C=CC(NC1)=O